1H-pyrazole-3-acetic acid ethyl ester C(C)OC(CC1=NNC=C1)=O